(S)-1-(3-(4-amino-3-((1-ethyl-6-fluoro-1H-benzo[d]imidazol-5-yl)ethynyl)-7-(1-methyl-1H-pyrazol-3-yl)-1H-pyrazolo[4,3-c]pyridin-1-yl)pyrrolidin-1-yl)prop-2-en-1-one NC1=NC=C(C2=C1C(=NN2[C@@H]2CN(CC2)C(C=C)=O)C#CC2=CC1=C(N(C=N1)CC)C=C2F)C2=NN(C=C2)C